1-[2-(1-chlorocyclopropyl)-3-(2,3-difluorophenyl)-2-hydroxypropyl]-1H-imidazole-5-carbonitrile ClC1(CC1)C(CN1C=NC=C1C#N)(CC1=C(C(=CC=C1)F)F)O